C(C1=CC=CC=C1)N1N=CC(=C1C)C(C(C)N1N=C(C=CC1=O)C#C)=O 2-(1-(1-benzyl-5-methyl-1H-pyrazol-4-yl)-1-oxopropan-2-yl)-6-ethynylpyridazin-3(2H)-one